OC(C(=O)O)CC(C)CC 2-hydroxy-4-ethyl-valeric acid